ClC=1C=C(C(=C(C1)N(C)C1=CC(=CC=C1)F)C)N 5-chloro-N1-(3-fluorophenyl)-N1,2-dimethylbenzene-1,3-diamine